FC=1C(=CC2=C(C(NC=3CNCC(C23)N(C(=O)C=2C=C3C=C(C=CN3C2)F)C)=O)C1)F N-(8,9-difluoro-6-oxo-1,2,3,4,5,6-hexahydrobenzo[c][1,7]naphthyridin-1-yl)-7-fluoro-N-methylindolizine-2-carboxamide